(6-chloro-4-methyl-pyridazin-3-yl)-1,3-benzothiazol-2-amine ClC1=CC(=C(N=N1)C1=CC=CC2=C1N=C(S2)N)C